COC1=CC=C(C=C1)C1=NN2C(CN([C@@H](C2)C)C(=O)OC(C)(C)C)=C1C1=CC=NC=C1 |r| rac-tert-butyl (RS)-2-(4-methoxyphenyl)-6-methyl-3-(pyridin-4-yl)-6,7-dihydropyrazolo[1,5-a]pyrazine-5(4H)-carboxylate